C(C)S(=O)(=O)N1[C@@H](CN(CC1)[C@H](CN1C(=CC2=C(C(=CC=C12)CN1CCC2(CN(C2)C2=NC=NC3=CC=C(C=C23)CC(F)(F)F)CC1)C)C#N)C)C 1-[(2S)-2-[(3R)-4-ethylsulfonyl-3-methyl-piperazin-1-yl]propyl]-4-methyl-5-[[2-[6-(2,2,2-trifluoroethyl)quinazolin-4-yl]-2,7-diazaspiro[3.5]nonan-7-yl]methyl]indole-2-carbonitrile